ClC1=CC=C(C=C1)N1N=CN=C1CNC(=O)NCC1=NC=NN1C1=CC=C(C=C1)Cl 1,3-bis({[1-(4-chlorophenyl)-1H-1,2,4-triazol-5-yl]methyl})urea